ClC=1C(=CC(=C(C(=O)OC)C1)NC1=C(C=C(C=C1)F)C=O)F methyl 5-chloro-4-fluoro-2-((4-fluoro-2-formyl phenyl)amino)benzoate